3-(sec-butyl)-4-(2-oxoindoline-6-carbonyl)-1,3,4,5-tetrahydro-2H-benzo[1,4]diazepin-2-one C(C)(CC)C1C(NC2=C(CN1C(=O)C1=CC=C3CC(NC3=C1)=O)C=CC=C2)=O